(-)-6-(difluoromethyl-d)-8-((1R,2S)-2-methylcyclopentyl)-2-((1-((methyl-d3)sulfonyl)piperidin-4-yl-3,3,5,5-d4)-amino)pyrido[2,3-d]pyrimidin-7(8H)-one FC(C1=CC2=C(N=C(N=C2)NC2C(CN(CC2([2H])[2H])S(=O)(=O)C([2H])([2H])[2H])([2H])[2H])N(C1=O)[C@H]1[C@H](CCC1)C)([2H])F